2-(1-propenyl)phenol C(=CC)C1=C(C=CC=C1)O